ClC1=C(C=CC=C1)[C@@H]1[C@@H](CN(C1)C(=O)OC(C)(C)C)C(=O)OCC 1-(tert-butyl) 3-ethyl (3S,4S)-4-(2-chlorophenyl)pyrrolidine-1,3-dicarboxylate